2-(p-chlorophenyl)-acetic acid methyl ester COC(CC1=CC=C(C=C1)Cl)=O